(R)-N-((R)-3,3-dimethyl-1-oxa-8-azaspiro[4.5]decan-4-yl)-2-methylpropane-2-sulfinamide CC1(COC2([C@@H]1N[S@](=O)C(C)(C)C)CCNCC2)C